2-(2-methoxy-1,1-difluoro-2-ethoxycarbonyl)-4-bromopyridine COC(C(F)F)OC(=O)C1=NC=CC(=C1)Br